C1(CC1)CN1CC(N(CC1)C(C(F)(F)F)C1=NC=C(C=C1)NC1C(C2=CC=CC=C2C1)(C)C)=O 4-(Cyclopropylmethyl)-1-(1-(5-((1,1-dimethyl-2,3-dihydro-1H-inden-2-yl)amino)pyridin-2-yl)-2,2,2-trifluoroethyl)piperazin-2-one